tricalcium citrate salt C(CC(O)(C(=O)[O-])CC(=O)[O-])(=O)[O-].[Ca+2].[Ca+2].[Ca+2].C(CC(O)(C(=O)[O-])CC(=O)[O-])(=O)[O-]